Cl(=O)(=O)(=O)[O-].C(CCC)N1C=[N+](C=C1)C 1-butyl-3-methyl-imidazolium perchlorate